CC=1SC=C(N1)CC(=O)N1CCCCC1 1-[2-(2-methyl-1,3-thiazol-4-yl)acetyl]piperidin